N-(1-(3-chlorophenyl)-1-phenylbut-3-en-1-yl)benzamide n-Butyl-(3-amino-3-cyanopropyl)-methylphosphinat C(CCC)OP(=O)(C)CCC(C#N)N.ClC=1C=C(C=CC1)C(CC=C)(C1=CC=CC=C1)NC(C1=CC=CC=C1)=O